CC1=C(C=NC=C1)C=1C=C/2C(=CN1)NC(\C2=C(\C)/NC=2C=NN(C2)[C@@H](C#N)C)=O (R,Z)-2-(4-((1-(5-(4-Methylpyridin-3-yl)-2-oxo-1H-pyrrolo[2,3-c]pyridin-3(2H)-ylidene)ethyl)amino)-1H-pyrazol-1-yl)propanenitrile